COC(C1CCN(CC1)C1=C(C(=O)OC)C=C(C(=C1)OC)[N+](=O)[O-])OC Methyl 2-(4-(dimethoxymethyl)piperidin-1-yl)-4-methoxy-5-nitrobenzoate